N[C@H]1CN(CCC1)C(=O)C1=CC2=C(N(C(=N2)C=2N(C3=CC=C(C=C3C2)O)CC2CC2)C)C=C1 2-(5-{[(3R)-3-amino-1-piperidinyl]carbonyl}-1-methyl-1H-benzimidazol-2-yl)-1-(cyclopropylmethyl)-1H-indol-5-ol